N-[4-(3-chlorophenoxy)-3-sulfamoylphenyl]-2-(2,3-dichloro-6-fluorophenyl)acetamide ClC=1C=C(OC2=C(C=C(C=C2)NC(CC2=C(C(=CC=C2F)Cl)Cl)=O)S(N)(=O)=O)C=CC1